C(C)OC=1C=C(C(=O)O)C=CN1 2-Ethoxyisonicotinic acid